N-(3-(4-cyanopyrimidin-2-yl)-4-methyl-phenyl)-6-azabicyclo[3.1.1]heptane-6-carboxamide C(#N)C1=NC(=NC=C1)C=1C=C(C=CC1C)NC(=O)N1C2CCCC1C2